FC(F)C=1NC2=CC=CC=C2C1 difluoromethyl-indole